1-(3-(3-chloro-6,7,8,9-tetrahydropyrido[3',2':4,5]pyrrolo[1,2-a]pyrazine-7-carbonyl)phenoxy)propan ClC1=CC=2C=C3N(CCN(C3)C(=O)C=3C=C(OCCC)C=CC3)C2N=C1